5-(7-(methylamino)-5-azaspiro[2.4]Heptane-5-yl)pyrazine-2-carboxamide CNC1CN(CC12CC2)C=2N=CC(=NC2)C(=O)N